NC1=NNC2=CC=CC=C12 3-amino-indazol